C(OC1=CC=CC2=CC3=CC=CC=C3C=C12)(OC1=CC=CC2=CC3=CC=CC=C3C=C12)=O dianthranyl carbonate